2-((4-((S)-2-(4-chloro-2-fluorophenyl)-2-methylbenzo[d][1,3]dioxol-4-yl)piperidin-1-yl)methyl)-5-methyl-1-(((S)-oxetan-2-yl)methyl)-1H-imidazole-4-carboxylic acid ClC1=CC(=C(C=C1)[C@@]1(OC2=C(O1)C=CC=C2C2CCN(CC2)CC=2N(C(=C(N2)C(=O)O)C)C[C@H]2OCC2)C)F